7-(5-(5-(4-aminobicyclo[2.2.2]octan-1-yl)-1,3,4-thiadiazol-2-yl)-4-((tetrahydro-2H-pyran-4-yl)amino)pyridin-2-yl)pyrrolo[1,2-b]pyridazine-3-carbonitrile, hydrochloride Cl.NC12CCC(CC1)(CC2)C2=NN=C(S2)C=2C(=CC(=NC2)C2=CC=C1N2N=CC(=C1)C#N)NC1CCOCC1